4-(3-chloro-2-fluoro-6-methoxyphenyl)-N-(5-chlorothiazolo[5,4-d]pyrimidin-2-yl)-6-methylnicotinamide ClC=1C(=C(C(=CC1)OC)C1=CC(=NC=C1C(=O)NC=1SC=2N=C(N=CC2N1)Cl)C)F